ClC1=CC=C(C=C1)[C@@H]1[C@H](C1)C=1C=2N(N=C(C1)C=1C(=NC(=NC1)OC)OC)C(=CN2)F 8-[(1S,2S)-2-(4-chlorophenyl)cyclopropyl]-6-(2,4-dimethoxypyrimidin-5-yl)-3-fluoro-imidazo[1,2-b]pyridazine